4-fluoropiperidine-1-sulfonamide FC1CCN(CC1)S(=O)(=O)N